17β-hydroxy-17α-methylestra-4,9,11-trien-3-one O[C@@]1([C@]2(C)[C@@H](CC1)[C@@H]1CCC3=CC(CCC3=C1C=C2)=O)C